ClC1=C(C=C(C(=C1)F)C1=C(C(=C(C(=C1)F)F)F)F)S(=O)(=O)NC(CC)=O N-((4-chloro-2',3',4',5',6-pentafluoro-[1,1'-biphenyl]-3-yl)sulfonyl)propanamide